butyl(4-methoxystyryl)sulfane C(CCC)SC=CC1=CC=C(C=C1)OC